(S)-3-Butylphthalide C(CCC)[C@@H]1OC(=O)C2=CC=CC=C12